2,4,6-tris[2-hydroxy-4-(3-sec-butyloxy-2-hydroxypropyloxy)-phenyl]-s-triazine OC1=C(C=CC(=C1)OCC(COC(C)CC)O)C1=NC(=NC(=N1)C1=C(C=C(C=C1)OCC(COC(C)CC)O)O)C1=C(C=C(C=C1)OCC(COC(C)CC)O)O